2'-Fluoro-thymidine FC1[C@@H](O[C@@H]([C@H]1O)CO)N1C(=O)NC(=O)C(C)=C1